tert-butyl ((1-(5-bromo-2-(5-(2-chloropyridin-4-yl)-1,3,4-oxadiazol-2-yl) phenyl) piperidin-4-yl) methyl)carbamate BrC=1C=CC(=C(C1)N1CCC(CC1)CNC(OC(C)(C)C)=O)C=1OC(=NN1)C1=CC(=NC=C1)Cl